(tert-Butoxycarbonylamino)-3-(6-methyl-2-oxo-3,4-dihydro-1H-quinolin-3-yl)propionic acid C(C)(C)(C)OC(=O)NC(C(=O)O)CC1C(NC2=CC=C(C=C2C1)C)=O